6-(4-(4-Cyanophenyl)-5-hydroxy-1H-pyrazol-1-yl)-N-(methylsulfonyl)nicotinamide C(#N)C1=CC=C(C=C1)C=1C=NN(C1O)C1=NC=C(C(=O)NS(=O)(=O)C)C=C1